3-((1r,3r)-1-(3-bromophenyl)-3-fluorocyclobutyl)-4-methyl-4H-1,2,4-triazole BrC=1C=C(C=CC1)C1(CC(C1)F)C1=NN=CN1C